3-(chloromethyl)-1-methylpiperidine hydrochloride Cl.ClCC1CN(CCC1)C